1-[2-methanesulfonyl-1-(3-trifluoromethyl-phenyl)-ethyl]-3-spiro[3.3]hept-2-yl-urea CS(=O)(=O)CC(C1=CC(=CC=C1)C(F)(F)F)NC(=O)NC1CC2(C1)CCC2